CC(C)=CC(\C=C(\C=C)/C)=O (E)-2,6-dimethyl-2,5,7-octatrien-4-one